OCCOCCOCCOCCOCCC(=O)OC(C)(C)C tert-butyl 3-[2-[2-[2-(2-hydroxyethoxy)ethoxy]ethoxy]ethoxy]propanoate